2-benzhydrylcyclohexane-1,1-dicarbonitrile C(C1=CC=CC=C1)(C1=CC=CC=C1)C1C(CCCC1)(C#N)C#N